C1(CCCCC1)C1CCC2=NN(N=C21)C=2C=C(C=NC2)C#CC=2C=NC(=NC2)N 5-((5-(4-cyclohexyl-5,6-dihydrocyclopenta[d][1,2,3]triazol-2(4H)-yl)pyridin-3-yl)ethynyl)pyrimidin-2-amine